(+-)-3-(4-methyl-3-penten-1-yl)-3-[(R)-3-cyclohexen-1-yl]butanal CC(=CCC[C@@](CC=O)(C)[C@H]1CC=CCC1)C |&1:5|